(3S,5R)-4-(2-phenylpropan-2-yl)-3,5-divinyl-piperazine-1-carboxylic acid tert-butyl ester C(C)(C)(C)OC(=O)N1C[C@@H](N([C@@H](C1)C=C)C(C)(C)C1=CC=CC=C1)C=C